2-propenyl-2-propenyl-(2-propenyl)phosphinic acid C(=CC)C(CP(O)(=O)CC=C)=C